C1(CC1)C1=NC=NC(=C1C=1N=CC2=C(N1)N(C1=C2SN=C1)CC1=CC=C(C=C1)C=1N(C=C(N1)C(F)(F)F)C(C)C)OC 6-(4-cyclopropyl-6-methoxypyrimidin-5-yl)-4-(4-(1-isopropyl-4-(trifluoromethyl)-1H-imidazole-2-yl)benzyl)-4H-isothiazolo[5',4':4,5]pyrrolo[2,3-d]pyrimidine